2-[(4-benzyloxyphenyl)methylamino]-5-propyl-4H-[1,2,4]triazolo[1,5-a]pyrimidin-7-one C(C1=CC=CC=C1)OC1=CC=C(C=C1)CNC1=NN2C(NC(=CC2=O)CCC)=N1